N-[9-[(2R,5R)-5-[[bis(4-methoxyphenyl)-phenyl-methoxy]methyl]-4-hydroxy-3-methoxy-tetrahydrofuran-2-yl]purin-6-yl]-N-hexadecyl-benzamide COC1=CC=C(C=C1)C(OC[C@@H]1C(C([C@@H](O1)N1C2=NC=NC(=C2N=C1)N(C(C1=CC=CC=C1)=O)CCCCCCCCCCCCCCCC)OC)O)(C1=CC=CC=C1)C1=CC=C(C=C1)OC